ClC1(C(C1)C(=O)OC(C)C)C1=CC=CC=C1 isopropyl 2-chloro-2-phenyl-cyclopropanecarboxylate